5-((6-((tert-butyldimethylsilyl)oxy)spiro(3.3)heptan-2-yl)methoxy)-1,3,4-thiadiazol-2-amine [Si](C)(C)(C(C)(C)C)OC1CC2(CC(C2)COC2=NN=C(S2)N)C1